NC=1C(N(C2=C(N1)SC(=C2)C(=O)NC2CCN(CC2)C[C@@](CN2N=CN=C2)(O)C2=C(C=C(C=C2)F)F)C2=CC=C1C=CN(C1=C2)C2=CC=CC=C2)=O (S)-3-amino-N-(1-(2-(2,4-difluorophenyl)-2-hydroxy-3-(1H-1,2,4-triazol-1-yl)propyl)piperidin-4-yl)-2-oxo-1-(1-phenyl-1H-indol-6-yl)-1,2-dihydrothieno[2,3-b]pyrazine-6-carboxamide